(S)-2-(5-(2-(3-fluoroacrid-1-yl)ethyl)-3-methyl-2-oxopyrazin-1(2H)-yl)-4-methylpentanoic acid FC=1C=C(C2=CC3=CC=CC=C3N=C2C1)CCC=1N=C(C(N(C1)[C@H](C(=O)O)CC(C)C)=O)C